CC(CCCCCCCCCCCCC)CCCCCCCCCCCCCCCCCCCCCC 14-Methylhexatriacontane